1,4-anhydroribitol C1[C@H](O)[C@H](O)[C@H](O1)CO